C(C)N(C(=O)C1CCN(CC1)C)CC 1-methyl-piperidine-4-carboxylic acid diethylamide